C(C)(C)(C)OC(=O)N1CC(CCC1)(C(=O)O)O 1-(tert-butoxycarbonyl)-3-hydroxypiperidine-3-carboxylic acid